methyl 3-(5-bromo-3-pyridinyl)-3-oxo-propanoate BrC=1C=C(C=NC1)C(CC(=O)OC)=O